[NH4+].N(CCO)CCO diethanolamine ammonium salt